[F].C1=CC=C2C=CC=C3C4=CC=CC5=CC=CC(C1=C23)=C45 perylene fluorine